C(CCCCCCCCCCCCCCCCC)(=O)OC(CCCCCCCCCCC)OC(CCCCCCCCCCCCCCCCC)=O dodecanediol distearate